ClC=1C=C(C(=CC1)N)C1=CC(=CC=C1N)Cl 3,3'-dichloro-6,6'-diaminobiphenyl